C(C)OC(/C=C/C1=C(C2=C(N(N=N2)CCC(=O)O)C=C1)C)=O 3-{5-[(1E)-3-ethoxy-3-oxoprop-1-en-1-yl]-4-methyl-1H-benzotriazol-1-yl}propanoic acid